ClC=1C(=NC(=NC1)NC=1C=C(C=NC1)N1C(C2(CC1)CCNCC2)=O)C2=CC(=CC=C2)C2CC2 2-[5-[[5-chloro-4-(3-cyclopropylphenyl)pyrimidin-2-yl]amino]-3-pyridyl]-2,8-diazaspiro[4.5]decan-1-one